N-[(dibutylamino)methyl]methacrylamide Sulfonium tetrafluoroborate F[B-](F)(F)F.[SH3+].C(CCC)N(CCCC)CNC(C(=C)C)=O